C(C)C1=CC(=NC=C1)O[C@H](CNC)C (S)-2-((4-ethylpyridin-2-yl)oxy)-N-methylpropan-1-amine